racemic-5-(methoxymethyl)-5-methyl-N-(4-(4-methylpiperazin-1-yl)phenyl)-7-(thiazol-2-yl)-6,7-dihydro-5H-pyrrolo[2,3-d]pyrimidin-2-amine COC[C@]1(CN(C=2N=C(N=CC21)NC2=CC=C(C=C2)N2CCN(CC2)C)C=2SC=CN2)C |r|